(hexane-1,6-diyl)bis(11-cyano-2,2,6a,6b,9,9,12a-heptamethyl-10,14-dioxo-1,3,4,5,6,6a,6b,7,8,8a,9,10,12a,14,14a,14b-hexadecahydropicene-4a(2H)-carboxamide) C(CCCCCC1C(CCC2(CCC3(C4(CCC5C(C(C(=CC5(C4=CC(C3C21)=O)C)C#N)=O)(C)C)C)C)C(=O)N)(C)C)C2C(CCC1(CCC3(C4(CCC5C(C(C(=CC5(C4=CC(C3C12)=O)C)C#N)=O)(C)C)C)C)C(=O)N)(C)C